C(CC\C=C/CCCC)=O (Z)-4-Nonenal